NC=1C=C(OC=2C=C(C=CC2)SC2=CC(=CC=C2)OC2=CC(=CC=C2)N)C=CC1 Bis[3-(3-aminophenoxy) phenyl] sulfide